CC1=C(CNC(OC(C)(C)C)=O)C=CC(=C1)B1OC(C(O1)(C)C)(C)C tert-butyl (2-methyl-4-(4,4,5,5-tetramethyl-1,3,2-dioxaborolan-2-yl)benzyl)carbamate